methyl 2-(2-cyclopropyl-3-oxo-1-((2-(trimethylsilyl) ethoxy) methyl)-2,3-dihydro-1H-pyrazol-4-yl)-6-methylisonicotinate C1(CC1)N1N(C=C(C1=O)C=1C=C(C(=O)OC)C=C(N1)C)COCC[Si](C)(C)C